N-(2,3-bis(2-methoxy-phenyl)quinolin-6-yl)hexanamide COC1=C(C=CC=C1)C1=NC2=CC=C(C=C2C=C1C1=C(C=CC=C1)OC)NC(CCCCC)=O